ClC1=NC2=C(C=C(C(=C2C(=N1)N1CCNC(CC1)=O)OC)F)F 1-(2-chloro-6,8-difluoro-5-methoxyquinazolin-4-yl)-1,4-diazepan-5-one